C(C1=CC=CC=C1)ON=C(C(=O)NC1=CC=C(C=C1)OC1=CC=NC2=CC(=C(C=C12)OC)OC)C1=CC=CC=C1 2-Benzyloxyimino-N-[4-(6,7-dimethoxy-quinolin-4-yloxy)-phenyl]-2-phenyl-acetamide